ClC1=CC2=C(N=C(N=C2)NC=2C=NN(C2Cl)C2CC2)N=C1N1CCN(CC1)[C@@H]1[C@@H](COC1)O |o1:27,28| (3S,4S) or (3R,4R)-4-(4-(6-Chloro-2-((5-chloro-1-cyclopropyl-1H-pyrazol-4-yl)amino)pyrido[2,3-d]pyrimidin-7-yl)piperazin-1-yl)tetrahydrofuran-3-ol